FC1=C(C=C(C=N1)C=1N=NN(C1)C1C(C(OCC1OC)CO)O)C 4-(4-(6-fluoro-5-methylpyridin-3-yl)-1H-1,2,3-triazol-1-yl)-2-(hydroxymethyl)-5-methoxytetrahydro-2H-pyran-3-ol